1-[9-ethyl-6-(2-methylbenzoyl)-9H-carbazol-3-yl]-adamantylmethane-1-one-oxime C(C)N1C2=CC=C(C=C2C=2C=C(C=CC12)C12C(C3CC(CC(C1)C3)C2)C=NO)C(C2=C(C=CC=C2)C)=O